3-(7-(4-((3-oxa-7,9-diazabicyclo[3.3.1]non-9-yl)methyl)piperidin-1-yl)-1-methyl-1H-indazol-3-yl)piperidine-2,6-dione C12COCC(CNC1)N2CC2CCN(CC2)C=2C=CC=C1C(=NN(C21)C)C2C(NC(CC2)=O)=O